FC=1C=C2CN(C(C2=C(C1F)I)=O)[C@@H](C(F)(F)F)C(C)(C)O |o1:13| (R or S)-5,6-difluoro-7-iodo-2-(1,1,1-trifluoro-3-hydroxy-3-methylbutan-2-yl)isoindolin-1-one